C(CCCCCCCCCCCCCCCCC)C(CCCCCNC(CCC1=CC(=C(C(=C1)C(C)(C)C)O)C(C)(C)C)=O)NC(CCC1=CC(=C(C(=C1)C(C)(C)C)O)C(C)(C)C)=O stearyl-N,N'-hexamethylenebis(3-(3,5-di-tert-butyl-4-hydroxyphenyl)propanamide)